C1=CC=C(C=C1)[C@H](C(=O)O)O (R)-(-)-mandelic acid